ClC=1C(=NC(=NC1)NC1=C(C=C(C(=C1)C)C1CCNCC1)OC(C)C)NC1=C(C=CC=C1)S(=O)(=O)C(C)C 5-chloro-N2-[2-isopropoxy-5-methyl-4-(4-piperidinyl)phenyl]-N4-(2-isopropylsulfonylphenyl)pyrimidine-2,4-diamine